N1(C=CC2=CC=CC=C12)CCCNC(=O)C1=NC2=CC(=C(C=C2N(C1=O)C[C@@H]([C@@H]([C@@H](CO)O)O)O)C)C N-(3-(1H-indol-1-yl)propyl)-6,7-dimethyl-3-oxo-4-((2s,3s,4r)-2,3,4,5-tetrahydroxypentyl)-3,4-dihydroquinoxaline-2-carboxamide